O1COC=2C1=CC=1C=C(NC1C2)C(=O)N2[C@@H]([C@H]1C([C@H]1C2)(C)C)C(=O)N[C@H](CO)C[C@H]2C(NCC2)=O (1R,2S,5S)-3-(5H-[1,3]dioxolo[4,5-f]indole-6-carbonyl)-N-((S)-1-hydroxy-3-((S)-2-oxopyrrolidin-3-yl)propan-2-yl)-6,6-dimethyl-3-azabicyclo[3.1.0]hexane-2-carboxamide